Fluoro-Propylene carbonate C1(OC(C(C)O1)F)=O